iron (III) sulfate hydrate O.S(=O)(=O)([O-])[O-].[Fe+3].S(=O)(=O)([O-])[O-].S(=O)(=O)([O-])[O-].[Fe+3]